N1=CC=CC=2CNCCC12 5,6,7,8-tetrahydro-1,6-naphthyridin